NC1=C(C=C(CNC(=O)C=2C(=NC=NC2)C)C=C1)I N-(4-amino-3-iodobenzyl)-4-methyl-pyrimidine-5-carboxamide